(R or S)-tert-Butyl ((2-(1-cyclopropyl-2-hydroxy-2-methylpropyl)-3-oxoisoindolin-4-yl) methyl)carbamate C1(CC1)[C@H](C(C)(C)O)N1CC2=CC=CC(=C2C1=O)CNC(OC(C)(C)C)=O |o1:3|